2,4-dichloro-5,6-dihydropyrido[3,4-d]pyrimidine-7(8H)-carboxylic acid tert-butyl ester C(C)(C)(C)OC(=O)N1CC=2N=C(N=C(C2CC1)Cl)Cl